2,2,2-trifluoroethyl 2-oxo-2-[(2R,5S)-5-methyl-2-[2-(1,2,2,6,6-pentamethyl-4-piperidyl) indazol-5-yl]-1-piperidyl]acetate O=C(C(=O)OCC(F)(F)F)N1[C@H](CC[C@@H](C1)C)C1=CC2=CN(N=C2C=C1)C1CC(N(C(C1)(C)C)C)(C)C